FC1=CC=C(C(=N1)C)OC=1N=NC(=C(C1C(=O)OC)C)C(F)(F)F methyl 3-((6-fluoro-2-methylpyridin-3-yl)oxy)-5-methyl-6-(trifluoromethyl)pyridazine-4-carboxylate